C1(CC2C(CC1)O2)CC[Si](OCCCC)(OCCCC)OCCCC β-(3,4-Epoxycyclohexyl)ethyltributoxysilane